(2R,3R)-2-(3-methoxy-2-methyl-phenyl)pyrrolidin-3-ol COC=1C(=C(C=CC1)[C@H]1NCC[C@H]1O)C